COC=1C=C(C=CC1)NCC(=O)C1=CC=C(C=C1)C1=NOC(=N1)C(F)(F)F 2-((3-methoxyphenyl)amino)-1-(4-(5-(trifluoromethyl)-1,2,4-oxadiazol-3-yl)phenyl)ethan-1-one